1-(2-(benzo[d]thiazol-2-yl)-4-(2-(benzo[d]oxazol-2-yl)-4-methoxyphenoxy)-3-hydroxy-6-methoxyphenyl)-1H-pyrazole-4-carboxylic acid ethyl ester C(C)OC(=O)C=1C=NN(C1)C1=C(C(=C(C=C1OC)OC1=C(C=C(C=C1)OC)C=1OC2=C(N1)C=CC=C2)O)C=2SC1=C(N2)C=CC=C1